C(C)(C)(C)OC(=O)N(CC(N(CCOCCOCCOCCC(=O)OCCC#N)C)=O)CC(N(CCOCCOCCOCCC(=O)OCCC#N)C)=O bis(2-cyanoethyl) 16-(tert-butoxycarbonyl)-13,19-dimethyl-14,18-dioxo-4,7,10,22,25,28-hexaoxa-13,16,19-triazahentriacontanedioate